BrC1=C(C=O)C=C(C(=C1Br)OC)OC 2,3-dibromo-4,5-dimethoxybenzaldehyde